1-(1-hydroxycyclopropyl)-1H-pyrazole-4-carboxylic acid ethyl ester C(C)OC(=O)C=1C=NN(C1)C1(CC1)O